2-hydroxyethyl-(trimethylammonium) chloride [Cl-].OCC[N+](C)(C)C